ClCC(=O)N(CC1=CC=C(C=C1)OC)CC(C(=O)OC)O Methyl 3-(2-chloro-N-(4-methoxybenzyl)acetamido)-2-hydroxypropanoate